FC(C1=C(NC=C1)C(=O)OC)(F)F methyl 3-(trifluoromethyl)-1H-pyrrole-2-carboxylate